The molecule is the cis-isomer of aconitic acid. It has a role as a fundamental metabolite. It is a conjugate acid of a cis-aconitate(3-). C(/C(=C/C(=O)O)/C(=O)O)C(=O)O